(2R)-2-Amino-3-tritylsulfanyl-propionic acid methyl ester COC([C@H](CSC(C1=CC=CC=C1)(C1=CC=CC=C1)C1=CC=CC=C1)N)=O